(E)-1-(2-((1,3-dioxoisoindolin-2-yl)methyl)-3-fluoroallyl)-1H-pyrazole-3-carboxylic acid methyl ester COC(=O)C1=NN(C=C1)C\C(=C\F)\CN1C(C2=CC=CC=C2C1=O)=O